S(=O)(=N)(F)F sulfurimidoyl Difluoride